3-(5-Amino-6-(3-fluoropyridin-4-yl)pyrazin-2-yl)-N-(1-(hydroxymethyl)-2-oxabicyclo[2.2.2]octan-4-yl)-4-methylbenzenesulfonamide trifluoroacetate salt FC(C(=O)O)(F)F.NC=1N=CC(=NC1C1=C(C=NC=C1)F)C=1C=C(C=CC1C)S(=O)(=O)NC12COC(CC1)(CC2)CO